5-hydroxypiperidine OC1CCCNC1